(S)-6-(((1-(6-aminopyridin-3-yl)piperidin-3-yl)((2-methylpyridin-4-yl)methyl)amino)methyl)-9,10-difluoro-2,3-dihydro-7H-[1,4]oxazino[2,3,4-ij]quinolin-7-one NC1=CC=C(C=N1)N1C[C@H](CCC1)N(CC1=CC(=NC=C1)C)CC1=CN2C3=C(C(=C(C=C3C1=O)F)F)OCC2